FC1=CC=C(C=C1)C#CC=1C=C(C=CC1C1=CC=NC=C1)NC(=O)NCCC1=CC(=CC=C1)O 1-(3-((4-fluorophenyl)ethynyl)-4-(pyridin-4-yl)phenyl)-3-(3-hydroxyphenethyl)urea